(R)-1,3-bis(4-fluorophenyl)-N-(3-methyl-1,1-dioxidotetrahydrothiophen-3-yl)-2-oxo-2,3-dihydro-1H-benzo[d]imidazole-5-carboxamide FC1=CC=C(C=C1)N1C(N(C2=C1C=CC(=C2)C(=O)N[C@]2(CS(CC2)(=O)=O)C)C2=CC=C(C=C2)F)=O